CC1(C(NCCO1)=O)C=1OC(=NN1)C=1C(=NC=CC1)NC1=CC=C(C=C1)C(F)(F)F 2-methyl-2-(5-(2-((4-(trifluoromethyl)phenyl)amino)pyridin-3-yl)-1,3,4-oxadiazol-2-yl)morpholin-3-one